tertbutyl 2-[5-amino-1-[(4-methoxyphenyl)methyl]pyrazol-3-yl]benzimidazole-1-carboxylate NC1=CC(=NN1CC1=CC=C(C=C1)OC)C1=NC2=C(N1C(=O)OC(C)(C)C)C=CC=C2